2-BROMOBENZYLISOCYANIDE BrC1=C(C[N+]#[C-])C=CC=C1